[SiH3]O.[OH-].C[N+](C)(C)C tetramethyl-ammonium hydroxide silanol salt